C1(CCCCC1)N=C=NC1CCCCC1 dicyclohexylmethanediimine